3-fluoro-4-methylpyridin FC=1C=NC=CC1C